2-dibenzothiophen-3-yl-4,4,5,5-tetramethyl-[1,3,2]dioxaborolane C1=CC(=CC=2SC3=C(C21)C=CC=C3)B3OC(C(O3)(C)C)(C)C